4-[(4-cyclohexylphenyl)amino]-2-(diethylamino)-6-(propan-2-yl)-5,6-dihydro-7H-pyrrolo[3,4-d]pyrimidin-7-one C1(CCCCC1)C1=CC=C(C=C1)NC=1C2=C(N=C(N1)N(CC)CC)C(N(C2)C(C)C)=O